C(=O)(O)C(C(=O)O)C(C)C(C1=CC(=C(C=C1)F)[N+](=O)[O-])=O 2-carboxy-3-(3-nitro-4-fluorobenzoyl)-butanoic acid